3-{8-bromo-3-[(difluoromethyl)sulfanyl]indolizin-2-yl}prop-2-yn-1-ol BrC1=CC=CN2C(=C(C=C12)C#CCO)SC(F)F